2-methoxy-4-(2-propen-1-yl)phenol COC1=C(C=CC(=C1)CC=C)O